1,3-bis(3-hydroxy-3-methylbutyl)-5-nitro-1,3-dihydro-2H-benzo[d]imidazol-2-one OC(CCN1C(N(C2=C1C=CC(=C2)[N+](=O)[O-])CCC(C)(O)C)=O)(C)C